1-(9-(heptyloxy)-7-(2-(2-methoxyethoxy)ethoxy)-9H-carbazol-2-yl)-N1-phenylbenzene-1,4-diamine C(CCCCCC)ON1C2=CC(=CC=C2C=2C=CC(=CC12)C1(CC=C(C=C1)N)NC1=CC=CC=C1)OCCOCCOC